(3S)-3-phenyl-pyrrolidine C1(=CC=CC=C1)[C@H]1CNCC1